ClC=1C=CC2=C(N=C(O2)C2CC3(CC(C3)NC(=O)C3CCS(CC3)(=O)=O)C2)C1 N-[6-(5-chloro-1,3-benzoxazol-2-yl)spiro[3.3]heptan-2-yl]-1,1-dioxo-thiane-4-carboxamide